5-((2-methyl-4-(4-(trifluoromethyl)piperidin-1-yl)phenyl)amino)-1,3-dihydro-2H-benzo[d]imidazol-2-one CC1=C(C=CC(=C1)N1CCC(CC1)C(F)(F)F)NC1=CC2=C(NC(N2)=O)C=C1